(E)-prop-2-yn CC#C